3-bromo-1-(4-chlorophenyl)-4-(methylamino)-7-(trifluoromethyl)-1,8-naphthyridin-2(1H)-one BrC=1C(N(C2=NC(=CC=C2C1NC)C(F)(F)F)C1=CC=C(C=C1)Cl)=O